O[C@@H]1C[C@@H](OC2=C1C=C(C=C2)C(F)(F)F)C(=O)NC21CC(C2)(C1)NC(COC1CC(C1)OC(F)(F)F)=O (2R,4R)-4-hydroxy-N-[3-(2-{[(1s,3S)-3-(trifluoromethoxy)cyclobutyl]oxy}acetamido)bicyclo[1.1.1]pentan-1-yl]-6-(trifluoromethyl)-3,4-dihydro-2H-1-benzopyran-2-carboxamide